BrC1=CC=CC(=N1)NC(CCl)=O N-(6-bromopyridin-2-yl)-2-chloroacetamide